1-[2-[4-[(4-carbamoyl-1-piperidinyl) methyl]-N-methylbenzamido] ethyl]-4-piperidinyl 2-biphenyl-carbamate C=1(C(=CC=CC1)NC(=O)OC1CCN(CC1)CCN(C(C1=CC=C(C=C1)CN1CCC(CC1)C(N)=O)=O)C)C1=CC=CC=C1